C(=O)(OCC1C2=CC=CC=C2C2=CC=CC=C12)N1CCCC1 1-FMOC-PYRROLIDINE